4-Bromo-1-chloro-2-cyclopropylbenzene BrC1=CC(=C(C=C1)Cl)C1CC1